C(C)OC(=O)C=1NC2=C(C(=C(C(=C2C1)NC1=CC(=C(C=C1)F)Cl)F)F)F 4-((3-chloro-4-fluorophenyl)amino)-5,6,7-trifluoro-1H-indole-2-carboxylic acid ethyl ester